ClC1=NC=C(C(=N1)C1=C2OCC(N3C(NC(C(=C1)F)=C32)C)C)F 6-(2-Chloro-5-fluoropyrimidin-4-yl)-8-fluoro-2,3-dimethyl-3,4-dihydro-5-oxa-1,2a-diazaacenaphthene